1,1,2,3-tetrafluoro-2-propene FC(C(=CF)F)F